CC1(C(=NOC1)C(=O)N)C dimethyl-4,5-dihydroisoxazole-3-carboxamide